2,6-difluorophenylboronic acid pinacol ester FC1=C(C(=CC=C1)F)B1OC(C)(C)C(C)(C)O1